[S].C1(CCCCC1)OC1=CC=C(NC2=CC=C(C=C2)CNO)C=C1 4-(cyclohexyloxy)-N-(4-((hydroxyamino)methyl)phenyl)aniline sulfur